(2S,4R)-4-fluoro-2-(((methylsulfonyl)oxy)methyl)pyrrolidine-1-carboxylic acid tert-butyl ester C(C)(C)(C)OC(=O)N1[C@@H](C[C@H](C1)F)COS(=O)(=O)C